FC1=CC=C(C=C1)NC(=O)N1CCCCN2[C@@H]([C@@H]([C@@H]2C1)C1=CC=C(C=C1)C#CC1=CC=CC=C1)CO (8R,9R,10S)-N-(4-fluorophenyl)-10-(hydroxymethyl)-9-(4-(phenylethynyl)phenyl)-1,6-diazabicyclo[6.2.0]decane-6-carboxamide